COC(=O)C1=CC2=C(N(C(=N2)NCC2=NC=C(C(=C2C)OC)C)CCCCC)C=C1 2-(((4-methoxy-3,5-dimethylpyridin-2-yl)methyl)amino)-1-pentyl-1H-benzo[d]imidazole-5-carboxylic acid methyl ester